C(C)(C)(C)C=1C=CC=2N(C3=CC=C(C=C3C2C1)C(C)(C)C)C1=CC(=C(C(=C1)Br)Cl)Br 3,6-Di-tert-butyl-9-(3,5-dibromo-4-chlorophenyl)-9H-carbazole